1-(3-fluoro-4-methoxybenzyl)-4-(5-methyloxazol-2-yl)-8-(1H-pyrazol-4-yl)-1,3-dihydro-2H-benzo[b]azepin-2-one FC=1C=C(CN2C3=C(C=C(CC2=O)C=2OC(=CN2)C)C=CC(=C3)C=3C=NNC3)C=CC1OC